(3R)-1-[(2R)-7-chloro-1,2,3,4-tetrahydronaphthalen-2-yl]-3-[(4-methanesulfonylphenoxy)methyl]piperidine ClC1=CC=C2CC[C@H](CC2=C1)N1C[C@@H](CCC1)COC1=CC=C(C=C1)S(=O)(=O)C